N-[[2-[4-[(5-Cyclopropyl-1H-pyrazol-3-yl)amino]pyrimidin-2-yl]-2-azabicyclo[2.2.1]heptan-4-yl]methyl]acetamide C1(CC1)C1=CC(=NN1)NC1=NC(=NC=C1)N1C2CCC(C1)(C2)CNC(C)=O